N,N'-Bis(2-chloroethyl)ethane-1,2-diamine ClCCNCCNCCCl